N~2~-(1-ethyl-3-methyl-1H-pyrazol-4-yl)-6-fluoro-7-(8-methyl-2,3-dihydro-1H-pyrido[2,3-b][1,4]oxazin-7-yl)quinazoline-2,5-diamine C(C)N1N=C(C(=C1)NC1=NC=2C=C(C(=C(C2C=N1)N)F)C1=C(C2=C(OCCN2)N=C1)C)C